9,9',9'',9'''-(4-(4,6-diphenylpyrimidin-2-yl)-6-(pyridin-2-yl)benzene-1,2,3,5-tetrayl)tetrakis(3,6-dimethyl-9H-carbazole) C1(=CC=CC=C1)C1=NC(=NC(=C1)C1=CC=CC=C1)C1=C(C(=C(C(=C1N1C2=CC=C(C=C2C=2C=C(C=CC12)C)C)C1=NC=CC=C1)N1C2=CC=C(C=C2C=2C=C(C=CC12)C)C)N1C2=CC=C(C=C2C=2C=C(C=CC12)C)C)N1C2=CC=C(C=C2C=2C=C(C=CC12)C)C